morpholino-propanesulphonic acid O1CCN(CC1)C(CC)S(=O)(=O)O